N=1SC=C2C1C=CC=C2 [2,1]Benzisothiazole